1-[[2-(2,4-dichlorophenyl)-4-propyl-1,3-dioxolane-2-yl]methyl]-1H-1,2,4-triazole ClC1=C(C=CC(=C1)Cl)C1(OCC(O1)CCC)CN1N=CN=C1